4-(((4-(5-chloro-2-((1-((2-(2,6-dioxopiperidin-3-yl)-1,3-dioxoisoindoline-5-yl)methyl)piperidin-4-yl)amino)pyridin-4-yl)thiazol-2-yl)amino)methyl)tetrahydro-2H-pyran-4-carbonitrile ClC=1C(=CC(=NC1)NC1CCN(CC1)CC=1C=C2C(N(C(C2=CC1)=O)C1C(NC(CC1)=O)=O)=O)C=1N=C(SC1)NCC1(CCOCC1)C#N